2-(3,4-diamino-2-fluorophenyl)benzoic acid tert-butyl ester C(C)(C)(C)OC(C1=C(C=CC=C1)C1=C(C(=C(C=C1)N)N)F)=O